methyl 1-(4-(3-fluoro-5-(trifluoromethyl) benzyl) pyridin-2-yl)-5-(methoxymethyl)-3-methyl-1H-pyrazole-4-carboxylate FC=1C=C(CC2=CC(=NC=C2)N2N=C(C(=C2COC)C(=O)OC)C)C=C(C1)C(F)(F)F